FC(COC1=C(C(=CC=C1)C(F)(F)F)S(=O)(=O)Cl)F (2',2'-difluoroethoxy)-6-trifluoromethyl-benzenesulfonyl chloride